C1(=CC=CC=C1)C=1C=CC=2C=3C=CC(=C4C(=CC=C(C5=CC=C(C1C52)C5=CC=CC=C5)C43)C4=CC=CC=C4)C4=CC=CC=C4 3,4,9,10-tetraphenyl-perylene